C(C)N(C(NC1=CC(=C(C=C1)F)N1N=C2N=CC(=CC2=C1)C(C)C)=O)C 3-ethyl-1-{4-fluoro-3-[5-(propan-2-yl)-2H-pyrazolo[3,4-b]pyridin-2-yl]phenyl}-3-methylurea